OC1(CC1)CC1=CC(=C2C=3[C@@]45[C@H]([C@@H](CC[C@]4([C@@H](CC13)NCC5)O)N(C(=O)[C@H]5[C@@H](C5)C5=COC=C5)C)O2)O 1-hydroxylcyclopropylmethyl-4,5α-epoxy-3,14β-dihydroxy-6β-((1R,2R)-N-methyl-2-(3-furyl)-cyclopropanecarboxamido)morphinan